COCCNC(=O)C1=CC2=C(C3=C(S(N2CCC)(=O)=O)C=NC(=N3)NC3=CC=C(C=C3)N3CCN(CC3)C)C=C1 N-(2-methoxyethyl)-2-{[4-(4-methylpiperazin-1-yl)phenyl]amino}-6-propyl-6H-pyrimido[5,4-c][2,1]benzothiazine-8-carboxamide 5,5-dioxide